N-((1S,2S)-2-hydroxycyclohexyl)-5-methyl-4-(4-(2-methyloxazol-4-yl)benzyl)-6-(1H-pyrazol-1-yl)picolinamide O[C@@H]1[C@H](CCCC1)NC(C1=NC(=C(C(=C1)CC1=CC=C(C=C1)C=1N=C(OC1)C)C)N1N=CC=C1)=O